C1(NC(N2C1CCCC2)=O)=O tetrahydroimidazo[1,5-a]pyridine-1,3(2h,5h)-dione